(2-ethyl)-2-oxazoline CCC=1OCCN1